[Na].C(CCC)N1SC2=C(C1=O)C=CC=C2 2-n-butyl-benzo[d]isothiazol-3-one sodium